tert-butyl 4-(2-chloro-4-fluorobenzyl)-8,8-dimethyl-7,8-dihydro-6H-pyrrolo[2,3-e][1,2,4]triazolo[1,5-a]pyridine-6-carboxylate ClC1=C(CC=2C=3N(C4=C(C2)N(CC4(C)C)C(=O)OC(C)(C)C)N=CN3)C=CC(=C1)F